(1'S,2'R,5'S,6'S,7'S)-4'-azaspiro[cyclopropane-1,8'-tricyclo[5.2.1.0{2,6}]decane]-5'-carboxylic acid methyl ester hydrochloride Cl.COC(=O)[C@H]1NC[C@@H]2[C@@H]3CC4([C@H]([C@H]12)C3)CC4